(1R,5S)-2-(((7-chloro-1-(2,4-dimethoxy benzyl)-2,4-dioxa-1,2,3,4-tetrahydropyrido[4,3-d]pyrimidin-5-yl)oxy)methyl)-3,8-diAzabicyclo[3.2.1]octane-8-carboxylate ClC1=CC=2N(ONOC2C(=N1)OCC1[C@H]2CC[C@@H](CN1)N2C(=O)[O-])CC2=C(C=C(C=C2)OC)OC